4-(tert-Butyldimethylsilyloxy)-1H-indole-1-carboxylic acid tert-butyl ester C(C)(C)(C)OC(=O)N1C=CC2=C(C=CC=C12)O[Si](C)(C)C(C)(C)C